N(=C=O)C(CCCCCN1C(N(C(N(C1=O)CCCCCC(CCCCCC)N=C=O)=O)CCCCCC(CCCCCC)N=C=O)=O)CCCCCC 1,3,5-tris(6-isocyanatododeca-1-yl)-1,3,5-triazine-2,4,6(1H,3H,5H)-trione